CC=1N=C2N(N=C(C=C2C)C=2C=C3C=CN(C(C3=CC2)=O)[C@H]2CNCCC2)C1 6-{2,8-dimethylimidazo[1,2-b]pyridazin-6-yl}-2-[(3R)-piperidin-3-yl]isoquinolin-1-one